(7-Bromoimidazo[2,1-f][1,2,4]triazin-4-yl)(tert-butoxycarbonyl)carbamic acid tert-butyl ester C(C)(C)(C)OC(N(C(=O)OC(C)(C)C)C1=NC=NN2C1=NC=C2Br)=O